2-(7-(2,5-Dioxopyrrolidin-1-yl)-1-oxoisochroman-3-yl)acetic acid O=C1N(C(CC1)=O)C1=CC=C2CC(OC(C2=C1)=O)CC(=O)O